S1C=NC=CC1 6H-1,3-thiazine